C1=CC=CC=2C3=CC=CC=C3C(C12)COC(=O)N(C(C(=O)O)CCC1=CC(=NC=C1)NC)C 2-((((9H-Fluoren-9-yl)methoxy)carbonyl)(methyl)amino)-4-(2-(methylamino)pyridin-4-yl)butanoic acid